COC(=O)N1C[C@H]([C@H](CC1)C)C1=CC(=NC=2N1N=C(C2)[C@@H]2CC[C@H](CC2)C(F)(F)F)C (3S,4S)-4-methyl-3-{5-methyl-2-[trans-4-(trifluoromethyl)cyclohexyl]pyrazolo[1,5-a]pyrimidin-7-yl}piperidine-1-carboxylic acid methyl ester